7-bromo-2-methyl-2,3,4,9-tetrahydro-1H-pyrido[3,4-b]indole BrC1=CC=C2C3=C(NC2=C1)CN(CC3)C